1-(4-((6-(2-((tetrahydro-2H-pyran-4-yl)ethynyl)thiazol-5-yl)isoquinolin-4-yl)oxy)piperidin-1-yl)ethan-1-one O1CCC(CC1)C#CC=1SC(=CN1)C=1C=C2C(=CN=CC2=CC1)OC1CCN(CC1)C(C)=O